COCCOC(C1=CC=C(C(=O)OCCOC)C=C1)=O terephthalic acid di(2-methoxyethyl) ester